C1[C@H]([C@H]([C@@H](C[C@@]1(C(=O)O)O)OC(=O)/C=C/C2=CC(=C(C=C2)O)O)O)O 3-caffeoylquinic acid